7-(piperazin-1-yl)-2-[1-(tetrahydro-2H-pyran-2-yl)-1H-pyrazol-4-yl]-4H-pyrido[1,2-a]pyrimidin-4-one N1(CCNCC1)C=1C=CC=2N(C(C=C(N2)C=2C=NN(C2)C2OCCCC2)=O)C1